L-Glutamic acid-d5 [2H][C@@](C(=O)O)(C([2H])([2H])C([2H])([2H])C(=O)O)N